ClC1=CN=C(C=C1C(=O)O)N1S(CCCC1)(=O)=O 5-chloro-2-(1,1-dioxido-1,2-thiazinan-2-yl)isonicotinic acid